4-isobutyl-4-methyl-5-methylene-1,3-dioxolan-2-one C(C(C)C)C1(OC(OC1=C)=O)C